OC1(CCN(CC1)C(C[C@@H](C)C1=CC=CC=C1)=O)CN1C=NC=2C(C1=O)=NN(C2C(F)(F)F)C (R)-6-((4-Hydroxy-1-(3-phenylbutanoyl)piperidin-4-yl)methyl)-2-methyl-3-(trifluoromethyl)-2H-pyrazolo[4,3-d]pyrimidin-7(6H)-one